[Na+].FC1=C(C=C(C(=C1)OC)OCC1=C(C=CC2=C1N=CS2)F)N2C(NC=1C(C2=O)=C(SC1)C(=O)[O-])=O 3-(2-fluoro-5-((5-fluorobenzo[d]thiazol-4-yl)methoxy)-4-methoxyphenyl)-2,4-dioxo-1,2,3,4-tetrahydrothieno[3,4-d]pyrimidine-5-carboxylic acid sodium salt